ClCC=1SC2=C(N(C=3C(N(N=CC32)CC3=C2C=NN(C2=CC=C3)COCC[Si](C)(C)C)=O)C)N1 2-(chloromethyl)-4-methyl-6-((1-((2-(trimethylsilyl)ethoxy)methyl)-1H-indazol-4-yl)methyl)-4H-thiazolo[5',4':4,5]Pyrrolo[2,3-d]Pyridazin-5(6H)-one